(1R,3S)-3-(3-amino-1H-pyrazol-5-yl)cyclopentyl 2,2-dimethylazetidine-1-carboxylate CC1(N(CC1)C(=O)O[C@H]1C[C@H](CC1)C1=CC(=NN1)N)C